10-methacryloxydecyl-ethoxysilane C(C(=C)C)(=O)OCCCCCCCCCC[SiH2]OCC